5-(4-((7-ethyl-6-oxo-5,6-dihydro-1,5-naphthyridin-3-yl)methyl)piperazin-1-yl)-N-(1-phenylazetidin-3-yl)picolinamide C(C)C=1C(NC=2C=C(C=NC2C1)CN1CCN(CC1)C=1C=CC(=NC1)C(=O)NC1CN(C1)C1=CC=CC=C1)=O